4-methoxy-2-(2-methyl-4-(((3s,5r)-3-methyl-5-(4-methyl-1-oxo-1,3-dihydroisobenzofuran-5-yl)piperazin-1-yl)methyl)-1H-imidazol-1-yl)pyrimidine-5-carbonitrile COC1=NC(=NC=C1C#N)N1C(=NC(=C1)CN1C[C@@H](N[C@@H](C1)C=1C(=C2COC(C2=CC1)=O)C)C)C